4-((2S,5R)-4-(1-(4-chlorophenyl)-3-methylbutyl)-2,5-dimethylpiperazin-1-yl)-1-(((S)-tetrahydrofuran-2-yl)methyl)-1H-imidazo[4,5-e][1,2,4]triazolo[4,3-a]pyridine ClC1=CC=C(C=C1)C(CC(C)C)N1C[C@@H](N(C[C@H]1C)C1=CC=2N(C3=C1N=CN3C[C@H]3OCCC3)C=NN2)C